N2-(1H-benzo[d]imidazol-5-yl)-6-bromopyrazine-2,3-diamine N1C=NC2=C1C=CC(=C2)NC2=NC(=CN=C2N)Br